5-amino-3,4-dihydroisoquinoline-2(1H)-carboxylic acid benzyl ester C(C1=CC=CC=C1)OC(=O)N1CC2=CC=CC(=C2CC1)N